O1CCN(CC1)C1=NC=C(C=N1)C(=O)N 2-morpholinopyrimidine-5-carboxamide